[3-[2-[2-[2-[(2S)-2-benzyloxypropoxy]ethoxy]ethyl]-1-methyl-imidazol-4-yl]-1-tetrahydropyran-2-yl-indazol-5-yl]oxy-tert-butyl-dimethyl-silane C(C1=CC=CC=C1)O[C@H](COCCOCCC=1N(C=C(N1)C1=NN(C2=CC=C(C=C12)O[Si](C)(C)C(C)(C)C)C1OCCCC1)C)C